magnesium 3,5,6-trichlorosalicylate ClC1=C(C(C(=O)[O-])=C(C(=C1)Cl)Cl)O.[Mg+2].ClC1=C(C(C(=O)[O-])=C(C(=C1)Cl)Cl)O